(S)-2-bromo-7-cyclobutyl-4,5,7,8-tetrahydro-3-oxa-1-thia-5a,8-diazabenzo[cd]azulene-6,9-dione BrC=1SC=2C(N[C@H](C(N3C2C1OCC3)=O)C3CCC3)=O